CN1CCC(CC1)(O)C=1SC2=C(N1)C=C(C=C2)C2=NCC(CC2)C 1-methyl-4-(5-(5-methyl-3,4,5,6-tetrahydropyridin-2-yl)benzo[d]thiazol-2-yl)piperidin-4-ol